N-β-alanyl-dopamine hydrochloride Cl.NCCC(=O)NCCC1=CC(O)=C(O)C=C1